FC(C1=NOC(=N1)CC(C(=O)O)=C)(C1=CC=C(C=C1)C(F)(F)F)F 2-((3-(difluoro(4-(trifluoromethyl)phenyl)methyl)-1,2,4-oxadiazol-5-yl)methyl)acrylic acid